N-(3-(difluoromethyl)-4-fluorophenyl)-N'-hydroxy-4-((2-(methylsulfonyl)ethyl)amino)-1,2,5-oxadiazole-3-carboxamidine FC(C=1C=C(C=CC1F)NC(=NO)C1=NON=C1NCCS(=O)(=O)C)F